1,2-bis(2,5-diisopropylphospholanyl)benzeneacrylic acid C(C)(C)C1P(C(CC1)C(C)C)C1(C(C=CC=C1)P1C(CCC1C(C)C)C(C)C)C=CC(=O)O